C#C[C@H](CCC)NC([C@H](CC1=CC=CC=C1)NC(=O)C=1NC2=CC=CC=C2C1)=O N-((S)-1-(((S)-hex-1-yn-3-yl)amino)-1-oxo-3-phenylpropan-2-yl)-1H-indole-2-carboxamide